3,5-dimethyl-2-[6-(1-methyl-1,6-diazaspiro[3.3]heptan-6-yl)pyridazin-3-yl]phenol CC=1C(=C(C=C(C1)C)O)C=1N=NC(=CC1)N1CC2(CCN2C)C1